FC(F)=C1NCCCC1 (difluoromethylene)piperidine